(2R)-N-{2-[(4-fluorophenyl)methyl]-2-azaspiro[3.3]heptan-6-yl}-2-methyl-4-[5-(trifluoromethyl)pyrazin-2-yl]piperazine-1-carboxamide FC1=CC=C(C=C1)CN1CC2(C1)CC(C2)NC(=O)N2[C@@H](CN(CC2)C2=NC=C(N=C2)C(F)(F)F)C